ClC1=NC(=CC(=C1)C)N1C(=CC=C1C)C 2-chloro-4-methyl-6-(2,5-dimethyl-1H-pyrrol-1-yl)pyridine